C(#N)C=1C=NN2C1C(=CC(=C2)OCC)C=2N=CC(=NC2)N2[C@@H]1CC3CC(C[C@@H]2C3)(C1)C(=O)NC=1C=NC(=CC1)OC (1R,3S,5s,7s)-2-(5-(3-cyano-6-ethoxypyrazolo[1,5-a]pyridin-4-yl)pyrazin-2-yl)-N-(6-methoxypyridin-3-yl)-2-azaadamantane-5-carboxamide